triethoxy(3,3,4,4,5,5,6,6,7,7,8,8,9,9,10,10,10-heptaDecafluorodecyl)silane C(C)O[Si](CCC(C(C(C(C(C(C(C(F)(F)F)(F)F)(F)F)(F)F)(F)F)(F)F)(F)F)(F)F)(OCC)OCC